ammonium peroxocarbonate C(=O)(O[O-])[O-].[NH4+].[NH4+]